5-chloro-7-methoxy-N,N-dimethylimidazo[1,2-a]Pyridin-2-amine ClC1=CC(=CC=2N1C=C(N2)N(C)C)OC